NCC1=NNC(C2=CC=C(C=C12)C=1C=NN2C1CN(CC2)C2=CC=CC=C2)=O 4-(aminomethyl)-6-(5-phenyl-4,5,6,7-tetrahydropyrazolo[1,5-a]pyrazin-3-yl)phthalazin-1(2H)-one